O1COC2=C1C=CC(=C2)COC=2C(=NC=CC2OC)C(=O)N[C@@H](COC(=O)[C@@H]([C@@H](OC(C(C)C)=O)[C@@H](O)C)CC2=CC=CC=C2)C(=O)O N-[[3-(1,3-benzodioxol-5-ylmethoxy)-4-methoxy-2-pyridinyl]carbonyl]-O-[2,5-dideoxy-3-O-(2-methyl-1-oxopropyl)-2-(phenylmethyl)-L-arabinonoyl]-L-serine